benzyl (E)-3-(6-amino-5-carbamoyl-4'-sulfamoyl-[1,1'-biphenyl]-3-yl)acrylate NC1=C(C=C(C=C1C1=CC=C(C=C1)S(N)(=O)=O)/C=C/C(=O)OCC1=CC=CC=C1)C(N)=O